2-(4-((TERT-BUTYLDIMETHYLSILYL)OXY)CHROMAN-3-YL)ETHYL METHANESULFONATE CS(=O)(=O)OCCC1COC2=CC=CC=C2C1O[Si](C)(C)C(C)(C)C